ClCCCC1S(NC2=C(O1)C=CC(=C2)F)(=O)=O 3-(3-Chloropropyl)-7-fluoro-1H-4,2,1-benzoxathiazin-2,2-dioxid